2-(1-ethoxyvinyl)-5-isopropoxypyridine C(C)OC(=C)C1=NC=C(C=C1)OC(C)C